methyl-4-(3-(4-(trifluoromethyl)phenoxy)azetidin-1-yl)benzoic acid CC1=C(C(=O)O)C=CC(=C1)N1CC(C1)OC1=CC=C(C=C1)C(F)(F)F